S1CCCC1 tetrahydrothiofuran